(2S)-2-methyl-1-[7-(1-methyl-1H-pyrazol-4-yl)-5-phenyl-7H-pyrrolo[2,3-d]pyrimidin-4-yl]piperazine C[C@@H]1N(CCNC1)C=1C2=C(N=CN1)N(C=C2C2=CC=CC=C2)C=2C=NN(C2)C